BrC=1C(=NC=CC1)O 3-bromopyridin-2-ol